BrC=1C=C(\C=N\NS(=O)(=O)C2=CC=C(C=C2)C)C=C(C1OC)F (E)-N'-(3-bromo-5-fluoro-4-methoxybenzylidene)-4-methylbenzenesulfonohydrazide